N-Methyl-6-(7-phenyl-2,7-diazaspiro[4.4]nonan-2-yl)pyrimidine-4-carboxamide CNC(=O)C1=NC=NC(=C1)N1CC2(CC1)CN(CC2)C2=CC=CC=C2